5-(3-fluoropyridin-2-yl)-1,3,4-oxadiazole FC=1C(=NC=CC1)C1=NN=CO1